hexadecahydro-1H-cyclopenta[a]phenanthren-3-yl 4-methyl-1,4-diazepane-1-carboxylate CN1CCN(CCC1)C(=O)OC1CCC2C3CCC4CCCC4C3CCC2C1